4-methoxy-3-fluoro-L-phenylalanine COC1=C(C=C(C[C@H](N)C(=O)O)C=C1)F